ClC1=C(N(C(C2=C(C=CC=C12)S(=O)(=O)C(C)C)=O)C1=CC=CC=C1)[C@H](C)NC=1C2=C(N=CN1)NC=CC2=O (S)-4-((1-(4-chloro-8-(isopropylsulfonyl)-1-oxo-2-phenyl-1,2-dihydroisoquinolin-3-yl)ethyl)amino)pyrido[2,3-d]pyrimidin-5(8H)-one